[1-[4-[Methyl(tetrahydropyran-4-yl)amino]-5-oxido-6,7-dihydrothieno[3,2-d]pyrimidin-5-ium-2-yl]azetidin-3-yl]-2-ethylthiazol-4-carboxylat CN(C=1C2=C(N=C(N1)N1CC(C1)OC(=O)C=1N=C(SC1)CC)CC[S+]2[O-])C2CCOCC2